C(C)(C)(C)C1N2C(C=3N(N=C4C(=CC=CC34)OCCOC(C)C)C1)=CC(C(=C2)C(=O)O)=O 6-(tert-butyl)-10-(2-isopropoxyethoxy)-2-oxo-6,7-dihydro-2H-pyrido[2',1':3,4]pyrazino[1,2-b]indazole-3-carboxylic acid